(2,2-difluoroethyl)-N-((1s,3s)-3-methyl-3-((6-(1-methyl-1H-pyrazol-4-yl)pyrazolo[1,5-a]pyrazin-4-yl)oxy)cyclobutyl)acrylamide FC(CC(C(=O)NC1CC(C1)(OC=1C=2N(C=C(N1)C=1C=NN(C1)C)N=CC2)C)=C)F